sodium-aluminium [Al].[Na]